O=C1NC(CCC1C1=NN(C2=CC(=CC=C12)CCC1(CN(C1)C(=O)OC(C)(C)C)F)C)=O tert-butyl 3-[2-[3-(2,6-dioxo-3-piperidinyl)-1-methyl-indazol-6-yl]-ethyl]-3-fluoroazetidine-1-carboxylate